FC1=CC(=C(C=C1)CN)C(F)(F)F [4-fluoro-2-(trifluoro-methyl)phenyl]methanamine